FC1=C(C=CC(=C1F)OC)C1=CN=C2N1C=CN=C2NC2=CC(=C(C(=O)NCCNC(=O)N1CCNCC1)C=C2)C (2R)-4-[2-[[4-[[3-(2,3-Difluoro-4-methoxyphenyl)imidazo[1,2-a]pyrazin-8-yl]amino]-2-methylbenzoyl]amino]ethylcarbamoyl]piperazin